lithium bistrifluoromethyl-sulfimide salt FC(F)(F)S(=N)C(F)(F)F.[Li]